3-(4-((4-aminobutyl)(methyl)amino)-1-oxoisoindolin-2-yl)piperidine-2,6-dione NCCCCN(C1=C2CN(C(C2=CC=C1)=O)C1C(NC(CC1)=O)=O)C